OCCOC=1C=C(C=2N(C1)N=CC2C#N)C=2C=NC(=CC2)N2CC1N(C(C2)C1)CC=1C=NC(=CC1)OC 6-(2-Hydroxyethoxy)-4-(6-(6-((6-methoxypyridin-3-yl)methyl)-3,6-diazabicyclo[3.1.1]heptan-3-yl)pyridin-3-yl)pyrazolo[1,5-a]pyridine-3-carbonitrile